C1(=CC=C(C=C1)C=1SC(=CN1)C=O)C 2-(p-Tolyl)thiazole-5-carbaldehyde